O=C1C(=CN=C2C3=NC=CC=C3C=CC12)C(=O)O 4,4a-dihydro-4-oxo-1,10-phenanthroline-3-carboxylic acid